5-((S)-2,2-dimethyltetrahydro-2H-pyran-4-yl)-1-((1S,2S)-2-methyl-1-(2-hydroxy-3H-1,2,3,5-oxathiadiazol-4-yl)cyclopropyl)-1H-indole-2-carboxylic acid ethyl ester C(C)OC(=O)C=1N(C2=CC=C(C=C2C1)[C@@H]1CC(OCC1)(C)C)[C@@]1([C@H](C1)C)C=1NS(ON1)O